(E)-N2-[(2-hydroxy-3-methoxyphenyl)methylidene]-L-arginine OC1=C(C=CC=C1OC)C=N[C@@H](CCCN\C(\N)=N\[H])C(=O)O